B(OC1=CC(=CC(=C1)C(F)(F)F)C(F)(F)F)([O-])[O-] [3,5-bis(trifluoromethyl) phenyl] borate